4-((2S,5R)-4-(1-(4-(((2S,6R)-2,6-dimethylmorpholino)methyl)phenyl)ethyl)-2,5-dimethylpiperazin-1-yl)-1-methyl-2-oxo-1,2-dihydropyrido[3,2-d]pyrimidine-6-carbonitrile C[C@@H]1O[C@@H](CN(C1)CC1=CC=C(C=C1)C(C)N1C[C@@H](N(C[C@H]1C)C=1C2=C(N(C(N1)=O)C)C=CC(=N2)C#N)C)C